C(C1=CC=CC=C1)(C1=CC=CC=C1)C1=C(O)C=CC(=C1)C(C)(C)C1=CC=C(C=C1)O (benzhydryl)bisphenol A